S1C(=NC2=C1C=CC=C2)NC2=C(C=C(N=N2)N(C=2SC(=C(N2)C(=O)OCC)N2CC(C2)O)C)C ethyl 2-({6-[(1,3-benzothiazol-2-yl) amino]-5-methylpyridazin-3-yl} (methyl) amino)-5-(3-hydroxyazetidin-1-yl)-1,3-thiazole-4-carboxylate